2-hydroxy-5-methoxy-3-(5-methoxy-2H-benzo[d]-[1,2,3]triazol-2-yl)benzyl methacrylate C(C(=C)C)(=O)OCC1=C(C(=CC(=C1)OC)N1N=C2C(=N1)C=CC(=C2)OC)O